(1'-(2-chloro-6-methylpyrimidin-4-yl)-1',2'-dihydrospiro[cyclopropane-1,3'-pyrrolo[3,2-c]pyridin]-6'-yl)acetamide ClC1=NC(=CC(=N1)N1CC2(C=3C=NC(=CC31)CC(=O)N)CC2)C